(4-((3-chloro-4-fluorophenyl)carbamoyl)-2,2,7-trifluoro-2,3-dihydro-1H-inden-1-yl) carbamate C(N)(OC1C(CC2=C(C=CC(=C12)F)C(NC1=CC(=C(C=C1)F)Cl)=O)(F)F)=O